2-(1-cyclobutyl-3-{[3-(methoxymethyl)-1-methyl-1H-pyrazol-4-yl]amino}-1H-indazol-5-yl)propan-2-ol C1(CCC1)N1N=C(C2=CC(=CC=C12)C(C)(C)O)NC=1C(=NN(C1)C)COC